1-(6-(1-cyclopropyl-1-hydroxyethyl)-5-fluoropyridin-2-yl)-2-isopropyl-6-(methylthio)-1,2-dihydro-3H-pyrazolo[3,4-d]pyrimidin-3-one C1(CC1)C(C)(O)C1=C(C=CC(=N1)N1N(C(C=2C1=NC(=NC2)SC)=O)C(C)C)F